2-amino-3-(3-hydroxy-2-methylphenyl)-5-(pyridin-4-yl)benzamide NC1=C(C(=O)N)C=C(C=C1C1=C(C(=CC=C1)O)C)C1=CC=NC=C1